BrC1=CC=C(C=C1)C=1C(N(C=C2C1N=C(N=C2)NCCC)C2=CC=C(C=C2)OC)=O 8-(4-bromophenyl)-6-(4-methoxyphenyl)-2-(propylamino)pyrido[4,3-d]pyrimidin-7(6H)-one